2-(5-amino-2-(furan-2-yl)-7H-pyrazolo[4,3-e][1,2,4]triazolo[1,5-c]pyrimidin-7-yl)-N-cyclohexyl-2-phenylacetamide NC1=NC2=C(C=3N1N=C(N3)C=3OC=CC3)C=NN2C(C(=O)NC2CCCCC2)C2=CC=CC=C2